4-amino-2,6-difluorobenzonitrile NC1=CC(=C(C#N)C(=C1)F)F